ClC1=C(C(=O)C2C(N(CC2)C=C)=O)C(=CC=C1)F 3-(2-chloro-6-fluorobenzoyl)-1-vinylpyrrolidin-2-one